(trans)-methyl 4-acetylcyclohexanecarboxylate C(C)(=O)[C@@H]1CC[C@H](CC1)C(=O)OC